2-methoxy-4-(N-morpholinyl)benzenediazonium chloride [Cl-].COC1=C(C=CC(=C1)N1CCOCC1)[N+]#N